[I-].C(CCCCC)OC=1C(=NSN1)C1=CCC[N+](C1)(C(CCCCCCCCCCC)OC(=O)OCCC)C 5-(4-(hexyloxy)-1,2,5-thiadiazol-3-yl)-1-methyl-1-(1-((propoxycarbonyl)oxy)dodecyl)-1,2,3,6-tetrahydropyridin-1-ium iodide